phenylnonenoic acid C1(=CC=CC=C1)C(C(=O)O)=CCCCCCC